C1(=CC=C(C=C1)COC1=C(C2=CC=CC=C2C=C1)C1=C(C=CC2=CC=CC=C12)OCCO)COC1=C(C2=CC=CC=C2C=C1)C1=C(C=CC2=CC=CC=C12)OCCO 2,2'-[1,4-phenylenedi(methyleneoxy[1,1'-binaphthyl]-2',2-diyloxy)]di(ethan-1-ol)